CN1N=C(C=C1)COC1=NC(=CC(=N1)N1CCOCC1)N1N=C(C=C1)C1=CC=CC=C1 4-(2-((1-methyl-1H-pyrazol-3-yl)methoxy)-6-(3-phenyl-1H-pyrazol-1-yl)pyrimidin-4-yl)morpholine